CC(C)(COP(=O)([O-])OP(=O)([O-])OC[C@@H]1[C@H]([C@H]([C@@H](O1)N2C=NC3=C(N=CN=C32)N)O)OP(=O)([O-])[O-])[C@H](C(=O)NCCC(=O)NCCSC(=O)C=C)O The molecule is tetraanion of acryloyl-CoA arising from deprotonation of phosphate and diphosphate functions. It has a role as a human metabolite. It is a conjugate base of an acryloyl-CoA.